4-(2,2-dimethyl-1,3-dioxan-4-yl)-1-(3-(trifluoromethoxy)phenyl)-1H-pyrazolo[3,4-b]pyridine-3-carbonitrile CC1(OCCC(O1)C1=C2C(=NC=C1)N(N=C2C#N)C2=CC(=CC=C2)OC(F)(F)F)C